butyl (4S)-4-(2,2-difluoroethenyl)-2,2-dimethyl-1,3-oxazolidine-3-carboxylate FC(=C[C@@H]1N(C(OC1)(C)C)C(=O)OCCCC)F